2-bromo-7-oxo-4H-pyrazolo[1,5-a]pyrimidine-6-carboxylic acid BrC1=NN2C(NC=C(C2=O)C(=O)O)=C1